Diethylenglycol butylmethyl ether C(CCC)COCCOCCO